[OH-].C(CCCCCCC)[N+](CCCCCCCC)(CCCCCCCC)CCCCCCCC tetraoctyl-ammonium hydroxide